C(C1=CC=CC=C1)N1C(CCCC1)=O 1-benzyl-2-oxopiperidin